[Mg].[Bi].[Mg] magnesium bismuth magnesium